C1(CC1)NC1=CC(=NC=2N1N=CC2C#N)NC2=CC(=C(C=C2)OC(F)F)CS(=O)(=O)C 7-(cyclopropylamino)-5-((4-(difluoromethoxy)-3-((methylsulfonyl)methyl)phenyl)amino)pyrazolo[1,5-a]pyrimidine-3-carbonitrile